(S)-2-(aminomethyl)-1-ethyl-pyrrolidine NC[C@H]1N(CCC1)CC